5-(1-(2,2-difluoropropyl)-1H-benzo[d][1,2,3]triazol-6-yl)-6-fluoro-N-((3S,4R)-3-fluoro-1-methylpiperidin-4-yl)-4-methoxypyrrolo[2,1-f][1,2,4]triazin-2-amine FC(CN1N=NC2=C1C=C(C=C2)C=2C(=CN1N=C(N=C(C12)OC)N[C@H]1[C@H](CN(CC1)C)F)F)(C)F